2-(azidomethyl)-6-cyclopropylimidazo[1,2-a]pyridine-8-carbonitrile N(=[N+]=[N-])CC=1N=C2N(C=C(C=C2C#N)C2CC2)C1